N,N,N'-tris(2-hydroxyethyl)-ethylenediamine sulfamate S(N)(O)(=O)=O.OCCN(CCNCCO)CCO